2,2-DIMETHYL-4-OXO-PENTANOIC ACID CC(C(=O)O)(CC(C)=O)C